(S)-(5-((3-Methylpyridin-4-yl)methyl)-1H-imidazol-2-yl)(thiazol-5-yl)methanol CC=1C=NC=CC1CC1=CN=C(N1)[C@H](O)C1=CN=CS1